benzyl N-[(3R)-1-ethyl-3-piperidyl]carbamate C(C)N1C[C@@H](CCC1)NC(OCC1=CC=CC=C1)=O